O1CCN(C2=C1C=CC=C2)NC(=O)C2=C(C1=NC=C(C(=C1S2)C2=C(C(=CC(=C2)F)F)F)F)C(C)C N-(2,3-dihydro-1,4-benzoxazin-4-yl)-6-fluoro-3-isopropyl-7-(2,3,5-trifluorophenyl)thieno[3,2-b]-pyridine-2-carboxamide